methyl (2R)-2-(benzylamino)-3-hydroxy-propionate C(C1=CC=CC=C1)N[C@@H](C(=O)OC)CO